C(C(CC(CCCCCC(=O)Cl)=O)Cl)(=O)Cl decanetrioyl chloride